Cl.C1NCCC2=CC=NC=C12 1,2,3,4-tetrahydro-2,7-naphthyridine hydrochloride